C(=O)(O)CN1N=CC(=C1C(F)(F)F)C(=O)O 1-(carboxymethyl)-5-(trifluoromethyl)-1H-pyrazole-4-carboxylic acid